COC=1C=CC2=C(N=C(O2)CC(F)(F)F)C1 5-methoxy-2-(2,2,2-trifluoroethyl)benzoxazole